azodiisobutyl cyanide N(=NC(C(C)C)C#N)C(C(C)C)C#N